O=C1CC(CC(C1)C1=C(C=CC=C1)C(F)(F)F)=C(C#N)C#N 2-(3-Oxo-5-(2-(trifluoromethyl)phenyl)cyclohexylidene)malononitrile